CC=1N=C2N(C=C(C=C2C)C=2C=CC(=NC2CC)N2CCC(CC2)(N)C)C1 1-[5-(2,8-dimethylimidazo[1,2-a]pyridin-6-yl)-6-ethyl-2-pyridinyl]-4-methyl-piperidin-4-amine